6,7-dihydro-5H-[1,2,4]triazolo[3,4-b][1,3]oxazin-3(2H)-one N=1NC(N2C1OCCC2)=O